C1(C=CC=C1)[Zr](C1C=CC=C1)(C1C=CC=C1)C1C=CC=C1 (cyclopentadienyl)tris(cyclopentadienyl)zirconium